COC=1C=C2C(=NNC2=CC1)\C=C\[N+](=O)[O-] (E)-5-methoxy-3-(2-nitrovinyl)-1H-indazole